5-fluoro-2'-(1'H,3H-spiro[2-benzofuran-1,4'-piperidin]-1'-yl)-1,3-dihydro-4'H-spiro[indene-2,5'-[1,3]oxazol]-4'-one FC=1C=C2CC3(C(N=C(O3)N3CCC4(CC3)OCC3=C4C=CC=C3)=O)CC2=CC1